C(#N)C1=CC(=C(CN2N=CC=3C2=NC(=CC3)N3CCN(CC3)CC3=NC2=C(N3C[C@H]3OCC3)C=C(C=C2)C(=O)O)C=C1)F (S)-2-((4-(1-(4-cyano-2-fluorobenzyl)-1H-pyrazolo[3,4-b]pyridin-6-yl)piperazin-1-yl)methyl)-1-(oxetan-2-ylmethyl)-1H-benzo[d]imidazole-6-carboxylic acid